COC=1C=C2C(CNC2=CC1OC)C[C@@H]1N(CCC1)C 5,6-dimethoxy-3-(((R)-1-methylpyrrolidin-2-yl)methyl)indoline